C1(CC1)NC(C(C(C[C@H]1C(NCC1)=O)NC([C@H](CC(C)(C)C)NC(C(C)OC1=C(C=C(C=C1)Cl)Cl)=O)=O)=O)=O (2S)-N-(4-(cyclopropylamino)-3,4-dioxo-1-((S)-2-oxopyrrolidin-3-yl)butan-2-yl)-2-((-)-2-(2,4-dichlorophenoxy)propanamido)-4,4-dimethylpentanamide